CC=1C=C(C2=C(N=CO2)C1)OC1=CC=C(C=C1)OC(F)(F)F 5-methyl-7-(4-(trifluoromethoxy)phenoxy)benzo[d]oxazole